trioleyl-glycerin C(CCCCCCC\C=C/CCCCCCCC)C(C(O)(CCCCCCCC\C=C/CCCCCCCC)CCCCCCCC\C=C/CCCCCCCC)(O)CO